ClC=1C=C(C=C2C(=C(C=NC12)C#N)NC1=CC(=C(C=C1)F)Cl)NCC1=CN=CN1 8-chloro-4-(3-chloro-4-fluoroanilino)-6-(1H-imidazol-5-ylmethylamino)-3-quinolinecarbonitrile